ClC1=CC=C(C=C1)NC(=O)NCCCC(=O)N (2-{[(4-Chlorophenyl)carbamoyl]amino}ethyl)acetamide